OC=C1C(CC(CC1=O)C1=CNC2=CC=CC=C12)=O 2-(hydroxymethylene)-5-(1H-indol-3-yl)cyclohexane-1,3-dione